3-methyl-2-nitroguanidine CNC(N)=N[N+](=O)[O-]